CC1CC(C1)(C1=NN=CN1C)C=1C=C(C=CC1)NC(=O)C=1C=C(C=C2C=CC=NC12)CN1C[C@H](CCC1)C N-(3-((1s,3R)-3-methyl-1-(4-methyl-4H-1,2,4-triazol-3-yl)cyclobutyl)phenyl)-6-(((S)-3-methylpiperidin-1-yl)methyl)quinoline-8-carboxamide